ClC=1C=C(C=CC1)C1=C(C=CC=C1)N1C2=CC=CC=C2C=2C=CC=CC12 9-(3'-chloro-[1,1'-biphenyl]-2-yl)-9H-carbazole